[N+]=1(C(=CC=CC1)C(=O)O)[O-] pyridinecarboxylic acid-N-oxide